OCC[C@@H](CNC(OCC1=CC=CC=C1)=O)NC(OC(C)(C)C)=O benzyl tert-butyl [(2S)-4-hydroxybutane-1,2-diyl]biscarbamate